OCC1=CC=C(C=C1)C1=C(C=C2C(=N1)CCC2)C#N 2-[4-(hydroxymethyl)phenyl]-6,7-dihydro-5H-cyclopenta[b]-pyridine-3-carbonitrile